NC1=NOC2=C1C(=CC=C2)C2=C(C=C1C(=NC=NC1=C2)N2CCN(CC2)C(C=C)=O)Cl 1-(4-(7-(3-aminobenzo[d]isoxazol-4-yl)-6-chloroquinazolin-4-yl)piperazin-1-yl)prop-2-en-1-one